ClC=1C=C(C(=NC1)NC1=NC(=C2C(=N1)NN=C2)C)F N-(5-chloro-3-fluoropyridin-2-yl)-4-methyl-1H-pyrazolo[3,4-d]pyrimidin-6-amine